4-Methyl-4-piperidinecarboxylic acid CC1(CCNCC1)C(=O)O